CC1(COCCN1C[C@@H](C)[C@H]1CC[C@H]2\C(\CCC[C@]12C)=C\C=C1C[C@H](C[C@@H](C1)O)O)C (1R,3R)-5-(2-((1R,3aS,7aR,E)-1-((S)-1-(3,3-dimethylmorpholino)propan-2-yl)-7a-methyloctahydro-4H-inden-4-ylidene)ethylidene)cyclohexane-1,3-diol